C1(CCC1)C=1C=C(C(=NC1C1=CC=C(C=C1)F)OCC)CN1CCC2(CN(C(O2)=O)C2=CC=C(C=C2)S(=O)(=O)O)CC1 4-(8-((5-cyclobutyl-2-ethoxy-6-(4-fluorophenyl)pyridin-3-yl)methyl)-2-oxo-1-oxa-3,8-diazaspiro[4.5]decan-3-yl)benzenesulfonic acid